3-((5-(5-(difluoromethyl)-1,3,4-oxadiazol-2-yl)pyridin-2-yl)methyl)-5,5-dimethyl-1-(4-(pyridin-4-yl)phenyl)imidazolidin-2,4-dione FC(C1=NN=C(O1)C=1C=CC(=NC1)CN1C(N(C(C1=O)(C)C)C1=CC=C(C=C1)C1=CC=NC=C1)=O)F